(1R,2S,5S)-3-[(2S)-2-amino-3-methyl-butanoyl]-6,6-dimethyl-3-azabicyclo[3.1.0]hexane-2-carboxylic acid N[C@H](C(=O)N1[C@@H]([C@H]2C([C@H]2C1)(C)C)C(=O)O)C(C)C